O(C1=CC=CC=C1)C=1C=C(C=CC1)CC(=O)O 2-(3-phenoxyphenyl)acetic acid